ClC1=C(C(=O)NC=2C=C3C=C(N(C3=CC2)C)C(=O)NCC2=CC=C(C=C2)Br)C=C(C=C1)CNC(C(C)C)=O 5-(2-chloro-5-(isobutyrylaminomethyl)benzoylamino)-N-(4-bromobenzyl)-1-methyl-1H-indole-2-carboxamide